BrC=1C=CC(=NC1)[C@@H](C(F)(F)F)N (S)-1-(5-bromopyridin-2-yl)-2,2,2-trifluoroethan-1-amine